BrC=1C=C(C=NC1)CN1[C@H](CCC1)C(=O)N[C@@H](C)C1=CC=C(C(=O)OC)C=C1 methyl 4-[(1S)-1-[[(2R)-1-[(5-bromo-3-pyridyl)methyl]pyrrolidine-2-carbonyl]amino]ethyl]benzoate